5-(4-Methoxy-2-(((1r,4r)-4-methoxy-4-methylcyclohexyl)amino)pyrrolo[2,1-f][1,2,4]triazin-5-yl)-N-methylpyrazolo[1,5-a]pyridine-3-carboxamide COC1=NC(=NN2C1=C(C=C2)C2=CC=1N(C=C2)N=CC1C(=O)NC)NC1CCC(CC1)(C)OC